BrC=1C=C(C(=NC1)C(CC(=O)OCC)=O)SCC ethyl 3-(5-bromo-3-ethylsulfanyl-2-pyridinyl)-3-oxo-propanoate